C(C)(C)(C)OC(N(C1=NC=C(C2=CC=C(C=C12)Cl)C=1SC(=C(N1)CN(C)C(=O)OC(C)(C)C)C1CCOCC1)C(=O)OC(C)(C)C)=O tert-butyl(tert-butoxycarbonyl)(4-(4-(((tert-butoxycarbonyl)(methyl)amino)methyl)-5-(tetrahydro-2H-pyran-4-yl)thiazol-2-yl)-7-chloroisoquinolin-1-yl)carbamate